C(CCCCCCC\C=C/C\C=C/CCCCC)(=O)OCC(COC(CC12CC3CC(CC(C1)C3)C2)=O)COC(CCN(C)C)=O 3-(2-((3r,5r,7r)-adamantan-1-yl)acetoxy)-2-(((3-(dimethylamino)propanoyl)oxy)methyl)propyl (9Z,12Z)-octadeca-9,12-dienoate